4-(5-(4-(2-(5-amino-8-(furan-2-yl)-2-oxothiazolo[5,4-e][1,2,4]triazolo[1,5-c]pyrimidin-3(2H)-yl)ethyl)piperazin-1-yl)-2,4-difluorophenoxy)butyric acid NC1=NC2=C(C=3N1N=C(N3)C=3OC=CC3)SC(N2CCN2CCN(CC2)C=2C(=CC(=C(OCCCC(=O)O)C2)F)F)=O